N-[2-Methyl-5-[5-(2-methylpropyl)-4H-1,2,4-triazol-3-yl]phenyl]pyrazolo[1,5-a]pyridine-3-carboxamide CC1=C(C=C(C=C1)C1=NN=C(N1)CC(C)C)NC(=O)C=1C=NN2C1C=CC=C2